BrC1=C2CC(N(C2=CC=C1)CC(F)(F)F)=O 4-bromo-1-(2,2,2-trifluoroethyl)indolin-2-one